CC=1C(C=C(N2CCC3=C(C12)C=CC(=C3)OCC3=NC=CC=C3)OCC3OCCCC3)=O 1-methyl-9-(2-pyridylmethoxy)-4-(tetrahydropyran-2-ylmethoxy)-6,7-dihydrobenzo[a]quinolizin-2-one